NC=1C(=CC2=C(OCO2)C1)C(CCN(C(OCC1=CC=CC=C1)=O)C)=O benzyl (3-(6-aminobenzo[d][1,3]dioxol-5-yl)-3-oxopropyl)(methyl)carbamate